tert-butyl (3S,4R)-3-[(3'-chloro-2-fluoro[biphenyl]-3-yl)methyl]-5-fluoro-4-[(methylsulfonyl)amino]-2-azabicyclo[3.1.1]heptane-2-carboxylate ClC=1C=C(C=CC1)C1=C(C(=CC=C1)C[C@@H]1N(C2CC([C@@H]1NS(=O)(=O)C)(C2)F)C(=O)OC(C)(C)C)F